Cl.C(C1=CC=CC=C1)OC1=NC(=CC=C1N1N=C(C2=C(C=CC=C12)C=1CCNCC1)C)OCC1=CC=CC=C1 1-(2,6-bis(benzyloxy)pyridin-3-yl)-3-methyl-4-(1,2,3,6-tetrahydropyridin-4-yl)-1H-indazole hydrochloride